2-Ethyl-6,6-dimethylcyclohex-1,3-dien-1-carboxylic acid methyl ester COC(=O)C1=C(C=CCC1(C)C)CC